benzyl 4-(3,3-dimethoxypropyl)piperidine-1-carboxylate COC(CCC1CCN(CC1)C(=O)OCC1=CC=CC=C1)OC